FC(C(=O)NC=1SC=CC1)(F)F Trifluoroacetamidothiophene